ethyl 2-(2-((5-(3-(aminomethyl)-2-fluorophenyl)benzofuran-3-yl)methoxy)phenyl)acetate NCC=1C(=C(C=CC1)C=1C=CC2=C(C(=CO2)COC2=C(C=CC=C2)CC(=O)OCC)C1)F